tert-Butyl (±)-4-((4-(3-((2,6-dioxopiperidin-3-yl)amino)phenyl)piperazin-1-yl)methyl)piperidine-1-carboxylate O=C1NC(CC[C@H]1NC=1C=C(C=CC1)N1CCN(CC1)CC1CCN(CC1)C(=O)OC(C)(C)C)=O |r|